C(C1=CC=CC=C1)OC1=CC=C(C=C1)C=1N=C(C2=C(N1)NC=C2)N (4-(benzyloxy)phenyl)-7H-pyrrolo[2,3-d]pyrimidin-4-amine